(Z)-4-((dimethylamino)methylene)-6-methyl-1H-pyrano[4,3-b]quinoline-1,3(4H)-dione CN(C)\C=C\1/C(OC(C=2C1=NC=1C(=CC=CC1C2)C)=O)=O